NCCC1=CC=C(C=N1)C1=C(C=C(C#N)C=C1)OC=1N=NC=C(C1)N1CCCCC1 4-[6-(2-aminoethyl)pyridin-3-yl]-3-(5-piperidin-1-ylpyridazin-3-yl)oxybenzonitrile